NC1=CC(=C(OC2=CC(=NC=C2)NC(=O)C2CC2)C=C1)F N-[4-(4-amino-2-fluorophenoxy)pyridin-2-yl]Cyclopropylcarboxamide